3-methyl-3-(2,2,2-trifluoroacetamido)-4-vinylpyrrolidine-1-carboxylate CC1(CN(CC1C=C)C(=O)[O-])NC(C(F)(F)F)=O